C(CCC)OC1=CC=C(CC(C(=O)C2=CC=C(C=C2)N2CCOCC2)(CCC)N(C)CCCC)C=C1 2-(4-n-butoxybenzyl)-2-[(n-butyl)(methyl)amino]-1-(4-morpholinophenyl)pentan-1-one